C(=O)O.NC1=CN=NC2=CC(=CC=C12)C=1C=C(C=CC1N1N=CC(=C1)F)B(O)O [3-(4-aminocinnolin-7-yl)-4-(4-fluoro-1H-pyrazol-1-yl)phenyl]boronic acid formic acid salt